2-[[6-[5-Chloro-3-[1-[2-[(1S,4S)-2-oxa-5-azabicyclo[2.2.1]heptan-5-yl]ethyl]pyrazol-4-yl]quinoxalin-6-yl]oxy-2-methyl-benzimidazol-1-yl]methoxy]ethyl-trimethyl-silane ClC1=C2N=C(C=NC2=CC=C1OC=1C=CC2=C(N(C(=N2)C)COCC[Si](C)(C)C)C1)C=1C=NN(C1)CCN1[C@@H]2CO[C@H](C1)C2